Cl.Cl.N(=NC(C(=N)N)(C)C)C(C(=N)N)(C)C 2,2'-azobis(2-methylpropionamidine) dihydrochlorid